C(C)(C)(C)OC(/N=C\1/N(C(CC(N1)(CC)CC)=O)C1CCCC2=CC=C(C=C12)C(N[C@H]1[C@](COC2=CC=CC=C12)(C)O)=O)=O ((E)-4,4-diethyl-1-(7-(((3S,4R)-3-hydroxy-3-methylchroman-4-yl)carbamoyl)-1,2,3,4-tetrahydronaphthalen-1-yl)-6-oxotetrahydropyrimidin-2(1H)-ylidene)carbamic acid tert-butyl ester